(hypochlorous acid) Sodium chlorate Cl(=O)(=O)[O-].[Na+].ClO